6-Ethyl-5,7-dioxo-6,7-dihydro-5H-pyrrolo[3',4':5,6][1,4]dithiino[2,3-c][1,2]thiazole C(C)N1C(C=2SC=3C(=NSC3)SC2C1=O)=O